CN1CCN(CC1)C1=NC(=CC2=CC=CC=C12)C(=O)O 1-(4-methylpiperazin-1-yl)isoquinoline-3-carboxylic acid